BrC1=C(C=C2C(=C(C(=NC2=C1F)N1CC(C1)N(C)C)[N+](=O)[O-])N[C@@H]1C[C@@H](N(C1)C(=O)OC(C)(C)C)C(=O)OC)Cl 1-(tert-butyl) 2-methyl (2R,4R)-4-((7-bromo-6-chloro-2-(3-(dimethylamino)azetidin-1-yl)-8-fluoro-3-nitroquinolin-4-yl)amino)-pyrrolidine-1,2-dicarboxylate